CC1CC(CC1)C(C=O)C 2-(3-Methylcyclopentyl)-propanal